6-fluoro-2-(3-oxocyclohexyl)quinazolin-4(3H)-one FC=1C=C2C(NC(=NC2=CC1)C1CC(CCC1)=O)=O